N[C@H](C(=O)N)CC (S)-2-aminobutyramide